FC1=CC=C(C=C1)/C=C/C(=O)C1=CC=C(C=C1)S(=O)(=O)NCCC(=O)O 3-[[4-[(E)-3-(4-Fluorophenyl)prop-2-enoyl]phenyl]sulfonylamino]propanoic acid